BrC1=C(C=CC(=C1F)F)CO (2-bromo-3,4-difluorophenyl)methanol